C1(CC1)CNC=1N=CC2=C(N1)N(C(C(=C2)C2=C(C(=CC=C2F)NS(N(C)CC)(=O)=O)F)=O)CCOCC2=CC=CC=C2 2-(Cyclopropylmethylamino)-6-[3-[[ethyl(methyl)sulfamoyl]amino]-2,6-difluorophenyl]-7-oxo-8-(2-phenylmethoxyethyl)pyrido[2,3-d]pyrimidine